2-(12-Isopropyl-9-oxo-3-thia-1,10,11-triazatricyclo[6.4.0.02,6]dodeca-2(6),4,7,11-tetraen-10-yl)-N-(3-pyridinyl)acetamide C(C)(C)C1=NN(C(C2=CC=3C=CSC3N12)=O)CC(=O)NC=1C=NC=CC1